OC1=NC=NC=2C3=C(CCC12)SC=C3 4-hydroxy-5,6-dihydrothieno[2,3-h]quinazoline